BrC=1C=C(C=CC1)C(C)NC=1C=CC=2N(N1)C(=NN2)C(F)(F)F N-(1-(3-bromophenyl)ethyl)-3-(trifluoromethyl)-[1,2,4]triazolo[4,3-b]pyridazin-6-amine